Methyl (3S)-7-(3-chloro-2-fluoro-6-(4-(trifluoromethyl)-1H-1,2,3-triazol-1-yl)phenyl)-5-oxo-1,2,3,5,8,8a-hexahydroindolizine-3-carboxylate ClC=1C(=C(C(=CC1)N1N=NC(=C1)C(F)(F)F)C1=CC(N2[C@@H](CCC2C1)C(=O)OC)=O)F